BrCC1=CC(=C(C=C1)C)OC 4-(bromomethyl)-2-methoxy-1-methylbenzene